tert-butyl (2S)-2-(cyanomethyl)-4-[2-[2-(dimethylamino)ethoxy]-5,6,7,8-tetrahydropyrido[3,4-d]pyrimidin-4-yl]piperazin-1-carboxylate C(#N)C[C@@H]1N(CCN(C1)C=1C2=C(N=C(N1)OCCN(C)C)CNCC2)C(=O)OC(C)(C)C